O1C2=C(C=C1)C(C1CCC2C1)=O 5,6,7,8-tetrahydro-4H-5,8-methano-cyclohepta[b]furan-4-one